6-(5-(((1S,2R,3R,5R)-2-fluoro-1,5-dimethyl-9-azabicyclo[3.3.1]nonan-3-yl)thio)pyrazin-2-yl)isoquinolin-7-ol F[C@@H]1[C@@]2(CCC[C@](C[C@H]1SC=1N=CC(=NC1)C=1C=C3C=CN=CC3=CC1O)(N2)C)C